5-(1-cyano-1-methyl-ethyl)-3-ethylsulfanyl-pyridine-2-carbonyl chloride C(#N)C(C)(C)C=1C=C(C(=NC1)C(=O)Cl)SCC